2-bromo-1-(3-((2-chloro-4-(trifluoromethyl)phenoxy)methyl)phenyl)ethan-1-one BrCC(=O)C1=CC(=CC=C1)COC1=C(C=C(C=C1)C(F)(F)F)Cl